BrC=1C=CC=C2C(C(N(C(C12)=O)CC1=NC=C(C=C1)C=1OC(=NN1)C(F)F)=O)(C)C 8-Bromo-2-((5-(5-(difluoromethyl)-1,3,4-oxadiazol-2-yl)pyridin-2-yl)methyl)-4,4-dimethylisoquinoline-1,3(2H,4H)-dione